3-(4-(2-amino-2-oxoethyl)phenoxy)-2,2-dimethylpropanoic acid methyl ester COC(C(COC1=CC=C(C=C1)CC(=O)N)(C)C)=O